O=C1N(CCC(N1)=O)C=1C=C(OCC=O)C=CC1C (3-(2,4-dioxotetrahydropyrimidin-1(2H)-yl)-4-methylphenoxy)acetaldehyde